3-(Methyl (5-nitro-1-(benzenesulfonyl)-1H-pyrrolo[2,3-b]pyridin-4-yl)amino)tetrahydro-2H-pyran-3-carboxylate CN(C1(COCCC1)C(=O)[O-])C1=C2C(=NC=C1[N+](=O)[O-])N(C=C2)S(=O)(=O)C2=CC=CC=C2